C(CCC)C1CCC(CC1)O 4-butyl-1-cyclohexanol